ClC=1C(=C(C=CC1)C1(CN(CC1)C(=O)OC(C)(C)C)NC1=CC=C2C=CC(=NC2=C1)OC)C tert-butyl 3-(3-chloro-2-methylphenyl)-3-[(2-methoxyquinolin-7-yl)amino]pyrrolidine-1-carboxylate